N-(3-((3-amino-5-(4-amino-4-methylpiperidin-1-yl)pyrazin-2-yl)thio)-2-chlorophenyl)-4-hydroxy-2-oxo-1-phenyl-2,5-dihydro-1H-pyrrole-3-carboxamide NC=1C(=NC=C(N1)N1CCC(CC1)(C)N)SC=1C(=C(C=CC1)NC(=O)C=1C(N(CC1O)C1=CC=CC=C1)=O)Cl